(S)-2-(benzylamino)-3-phenylpropan-1-ol C(C1=CC=CC=C1)N[C@H](CO)CC1=CC=CC=C1